The molecule is a [methyl(oxido){1-[6-(trifluoromethyl)pyridin-3-yl]ethyl}-lambda(6)-sulfanylidene]cyanamide that has S configuration at both the sulfur atom and at the carbon attached to position 3 of the pyridine ring. It is an enantiomer of a (RC,RS)-sulfoxaflor. C[C@@H](C1=CN=C(C=C1)C(F)(F)F)[S@@](=NC#N)(=O)C